(R)-3-(6-(3-Methyl-1H-pyrrolo[2,3-b]pyridin-5-yl)-1,2,3,4-tetrahydroisoquinolin-8-yl)morpholine-4-carboxylic acid tert-butyl ester C(C)(C)(C)OC(=O)N1[C@@H](COCC1)C=1C=C(C=C2CCNCC12)C=1C=C2C(=NC1)NC=C2C